BrC=1N=C(N2C1C(=NC=C2C)N)C([2H])([2H])[2H] 1-bromo-5-methyl-3-(trideuteriomethyl)imidazo[1,5-a]pyrazin-8-amine